7-chloro-8-fluoro-1,6-naphthyridin-2(1H)-one ClC1=NC=C2C=CC(NC2=C1F)=O